6-(isoindolin-2-ylmethyl)-2-(1-(methylsulfonyl)piperidin-4-yl)quinoxaline tert-Butyl-2-(6-(3,4-dichlorophenylamino)-9H-pyrido[3,4-b]indol-9-yl)ethylcarbamate C(C)(C)(C)N(C(O)=O)CCN1C2=C(C3=CC(=CC=C13)NC1=CC(=C(C=C1)Cl)Cl)C=CN=C2.C2N(CC1=CC=CC=C21)CC=2C=C1N=CC(=NC1=CC2)C2CCN(CC2)S(=O)(=O)C